3-(8-fluoro-7-(8-fluoronaphthalen-1-yl)-2-((tetrahydro-1H-pyrrolizin-7a(5H)-yl)methoxy)pyrido[4,3-d]pyrimidin-4-yl)-3-azabicyclo[3.1.1]heptane-6-carboxylic acid FC1=C(N=CC2=C1N=C(N=C2N2CC1C(C(C2)C1)C(=O)O)OCC12CCCN2CCC1)C1=CC=CC2=CC=CC(=C12)F